rel-(2R,5S)-7-oxo-6-oxa-8,14,20,22,25-pentaazatetracyclo[19.2.2.1^{2,5}.1^{15,19}]heptacosa-1(23),15,17,19(26),21,24-hexaene-16-sulfonamide O=C1O[C@H]2CC[C@@H](C3=CN=C(NC=4C=CC(=C(NCCCCCN1)C4)S(=O)(=O)N)N=C3)C2 |o1:3,6|